NC1=CC=C(C=C1)C1(CC(C2=CC(=CC=C12)N)(C1=CC=C(C=C1)N)C1=CC=C(C=C1)N)C 1,3,3-tris(4-aminophenyl)-2,3-dihydro-1-methyl-1H-indene-5-amine